(S)-2-hydroxy-6-((1-(2-(2-methoxyethyl)benzoyl)-piperidin-2-yl)methoxy)-benzaldehyde OC1=C(C=O)C(=CC=C1)OC[C@H]1N(CCCC1)C(C1=C(C=CC=C1)CCOC)=O